tert-butyl 3-cyclopropylpiperidine-1-carboxylate C1(CC1)C1CN(CCC1)C(=O)OC(C)(C)C